P(=O)(F)(F)OC(COCC=C)COCC#C 1-(allyloxy)-3-(propargyloxy)-2-propanol difluorophosphate